BrC=1C=C(C(=NC1O[C@H](C)C1=CC(=CC(=C1)F)F)C)N=CN(C)CC N'-{5-Bromo-6-[(1R)-1-(3,5-difluorophenyl)ethoxy]-2-methylpyridin-3-yl}-N-ethyl-N-methylimidoformamid